Cl.NC=1C=C(C(=NC1C)S(=O)(=O)NC=1N=CSC1)F 5-amino-3-fluoro-6-methyl-N-(thiazol-4-yl)pyridine-2-sulfonamide hydrochloride